6-bromo-8-iodo-2-(thiazol-2-yl)imidazo[1,2-a]pyridine-7-carbonitrile BrC=1C(=C(C=2N(C1)C=C(N2)C=2SC=CN2)I)C#N